ClC1=NC(=NC(=N1)C1=NC(=CC=C1)C(F)(F)F)NCC1OCCC1 4-chloro-N-((tetrahydrofuran-2-yl)-methyl)-6-(6-(trifluoromethyl)pyridin-2-yl)-1,3,5-triazin-2-amine